C(C)(=O)C1=NN(C2=CC=C(C=C12)C=1C=NC(=NC1)C)CC(=O)N1[C@@H](CC[C@@H]1C)C(=O)NC1=NC(=CC=C1)Br (2S,5S)-1-(2-(3-acetyl-5-(2-methylpyrimidin-5-yl)-1H-indazol-1-yl)acetyl)-N-(6-bromopyridin-2-yl)-5-methylpyrrolidine-2-carboxamide